ClC1=C(COC(=O)N2C(CCC2=O)=O)C=CC=C1 N-(2-chlorobenzyloxycarbonyl)-succinimide